4-(4-((1-((3-Methoxyphenyl)sulfonyl)azetidin-3-yl)sulfonyl)-3,4-dihydro-2H-pyrido[4,3-b][1,4]oxazin-8-yl)benzonitrile COC=1C=C(C=CC1)S(=O)(=O)N1CC(C1)S(=O)(=O)N1C2=C(OCC1)C(=CN=C2)C2=CC=C(C#N)C=C2